3-Iodo-6,6-dimethyl-1-{[2-(trimethylsilyl)ethoxy]methyl}-4,5,6,7-tetrahydro-1H-indazole IC1=NN(C=2CC(CCC12)(C)C)COCC[Si](C)(C)C